FC(C=1C=C(C(=O)NC(C)C=2C(=NC=CN2)C(=O)NCCC)C=C(C1)C(F)(F)F)(F)F 3-[1-[[3,5-bis(trifluoromethyl)benzoyl]amino]ethyl]-N-propyl-pyrazine-2-carboxamide